C(C)(C)OC=1C=CC(=NC1)C(C(=O)N)C (5-isopropoxypyridin-2-yl)propanamide